4-((3-amino-5-((S)-4-amino-2-oxa-8-azaspiro[4.5]decan-8-yl)pyrazin-2-yl)thio)-3-fluoro-1-methyl-3-(trifluoromethyl)indolin-2-one NC=1C(=NC=C(N1)N1CCC2([C@@H](COC2)N)CC1)SC1=C2C(C(N(C2=CC=C1)C)=O)(C(F)(F)F)F